C(C)OC(/C=C/C(F)=C1CN(C1)C(=O)OC(C)(C)C)=O tert-butyl (E)-3-(4-ethoxy-1-fluoro-4-oxobut-2-en-1-ylidene)azetidine-1-carboxylate